(2-ethylpyrazol-3-yl)boronic acid C(C)N1N=CC=C1B(O)O